5-[4-[(3S)-1-(3-fluoropropyl)pyrrolidin-3-yl]oxyphenyl]-4-(1H-indol-5-yl)-2,3-dihydro-1-benzoxepin-8-ol FCCCN1C[C@H](CC1)OC1=CC=C(C=C1)C1=C(CCOC2=C1C=CC(=C2)O)C=2C=C1C=CNC1=CC2